N-(8-fluoro-5-methoxy-1-isoquinolyl)-4-(1-methyltriazol-4-yl)-N-[(3R)-3-piperidyl]benzamide FC=1C=CC(=C2C=CN=C(C12)N(C(C1=CC=C(C=C1)C=1N=NN(C1)C)=O)[C@H]1CNCCC1)OC